NC1=C(C=2C=NC=3C=CC=NC3C2N1C1=C(C(=CC=C1C)OC)C)C#N 2-Amino-1-(3-methoxy-2,6-dimethylphenyl)-1H-pyrrolo[3,2-c][1,5]naphthyridine-3-carbonitrile